ClC1=C(C=C(C=2C=C3N(C12)CCN(C3=O)COCC[Si](C)(C)C)NC(OCCCC)=O)Cl Butyl N-[6,7-dichloro-1-oxo-2-(2-trimethylsilylethoxymethyl)-3,4-dihydropyrazino[1,2-a]indol-9-yl]carbamate